1-methyl-8-oxo-5,6,7,8-tetrahydroindolizine-2-carboxylic acid ethyl ester C(C)OC(=O)C=1C(=C2C(CCCN2C1)=O)C